isobutyl-1,1,3,3,3-penta-ethoxy-1,3-disilapropane Bromide [Br-].C(C(C)C)[Si](C[Si](OCC)(OCC)OCC)(OCC)OCC